(R)-2-(3-(5-fluoro-2-(piperidin-3-ylamino)pyrimidin-4-yl)-7-methoxyimidazo[1,2-b]pyridazin-6-yl)isothiazolidine 1,1-dioxide FC=1C(=NC(=NC1)N[C@H]1CNCCC1)C1=CN=C2N1N=C(C(=C2)OC)N2S(CCC2)(=O)=O